8-(1-methyl-1H-pyrazol-4-yl)-3-(3,3,3-trifluoro-2-hydroxypropyl)-6-(4-(trifluoromethyl)phenyl)pyrido[3,4-d]pyrimidin-4(3H)-one CN1N=CC(=C1)C1=NC(=CC2=C1N=CN(C2=O)CC(C(F)(F)F)O)C2=CC=C(C=C2)C(F)(F)F